10-oxoundecane O=C(CCCCCCCCC)C